CS(=O)(=O)O.F[Zn](F)F trifluoroZinc methanesulfonate